COC(=O)[C@@H]1N(C[C@@H](CC1)O)C(=O)OC(C)(C)C (2r,5r)-5-hydroxypiperidine-1,2-dicarboxylic acid 1-(tert-butyl) 2-methyl ester